ethyl 2-fluoro-5-[[3-[6-(methoxycarbonyl-amino)-3-pyridyl]-8-methyl-imidazo[1,2-a]pyridine-6-carbonyl]-methyl-amino]benzoate FC1=C(C(=O)OCC)C=C(C=C1)N(C)C(=O)C=1C=C(C=2N(C1)C(=CN2)C=2C=NC(=CC2)NC(=O)OC)C